OC1=C(OC=CC1=O)\C=C\C1=CC=CC=C1 (E)-3-hydroxy-2-styryl-4H-pyran-4-one